ClC1=CC=C(C=C1)[C@@]1(N(C(C2=CC(=CC(=C12)F)C(C)(C=1C=NN(C1)C)O)=O)CC1=CC=C(C=N1)C#N)O[C@@H]1COCC1 6-{[(1R)-1-(4-chlorophenyl)-7-fluoro-5-[1-hydroxy-1-(1-methyl-1H-pyrazol-4-yl)ethyl]-3-oxo-1-[(3S)-oxolan-3-yloxy]-2,3-dihydro-1H-isoindol-2-yl]methyl}pyridine-3-carbonitrile